OCCCCNCC1=C(C#N)C=CC=C1 (((4-hydroxybutyl)amino)methyl)benzonitrile